tert-butyl 2-(2-(1-(5-cyano-4-ethoxypyridin-2-yl)ethyl)-7-((2-methyl-1H-imidazol-1-yl)methyl)-1-oxo-1,2,3,4-tetrahydroisoquinolin-5-yl)hydrazine-1-carboxylate C(#N)C=1C(=CC(=NC1)C(C)N1C(C2=CC(=CC(=C2CC1)NNC(=O)OC(C)(C)C)CN1C(=NC=C1)C)=O)OCC